2-(3-(2-(2-aminoethoxy)ethoxy)propanamido)-4-chloro-N-(4,5-dimethylthiazol-2-yl)benzamide NCCOCCOCCC(=O)NC1=C(C(=O)NC=2SC(=C(N2)C)C)C=CC(=C1)Cl